tert-Butyl β-D-glucuronate O[C@H]1[C@H](O)[C@@H](O)[C@H](O)[C@H](O1)C(=O)OC(C)(C)C